ClC1=C(C(N(C=C1)C1=NC=C(C(=C1)N1C(C=C(C=C1C)OCC1=NC=CC=C1OC)=O)C)=O)C(C)(C)O chloro-3-(2-hydroxypropan-2-yl)-4''-((3-methoxypyridin-2-yl)methoxy)-5',6''-dimethyl-2H,2''H-[1,2':4',1''-terpyridin]-2,2''-dione